C[C@@H]1N(C[C@H](N(C1)[C@H](C)C=1C=C2N=CC=NC2=CC1)C)C=1C2=C(N(C(C1)=O)C)C(=NN2CC#N)F (7-((2S,5R)-2,5-dimethyl-4-((R)-1-(quinoxalin-6-yl)ethyl)piperazin-1-yl)-3-fluoro-4-methyl-5-oxo-4,5-dihydro-1H-pyrazolo[4,3-b]pyridin-1-yl)acetonitrile